2,2'-{[3,3',5,5'-tetra(thianthren-2-yl)[1,1'-biphenyl]-4,4'-diyl]bis(oxyethane-2,1-diyloxy[1,1'-binaphthalene]-2',2-diyloxy)}di(ethan-1-ol) C1=C(C=CC=2SC3=CC=CC=C3SC12)C=1C=C(C=C(C1OCCOC1=C(C2=CC=CC=C2C=C1)C1=C(C=CC2=CC=CC=C12)OCCO)C1=CC=2SC3=CC=CC=C3SC2C=C1)C1=CC(=C(C(=C1)C1=CC=2SC3=CC=CC=C3SC2C=C1)OCCOC1=C(C2=CC=CC=C2C=C1)C1=C(C=CC2=CC=CC=C12)OCCO)C1=CC=2SC3=CC=CC=C3SC2C=C1